[C@H]12[C@H](C[C@H](CC1)O2)NC2=NC(=NC1=CC(=CC=C21)C2=CC=NN2)N |r| rac-N4-((1R,2S,4S)-7-oxabicyclo[2.2.1]heptan-2-yl)-7-(1H-pyrazol-5-yl)quinazoline-2,4-diamine